2-({[(tert-butoxy)carbonyl]Amino}methyl)-1-ethyl-3-methyl-6-(trifluoromethoxy)-1H-1,3-benzodiazol-3-ium iodide [I-].C(C)(C)(C)OC(=O)NCC1=[N+](C2=C(N1CC)C=C(C=C2)OC(F)(F)F)C